CC=1C(=C(C=C(C1)C)O)C=1N=NC(=CC1)N1C[C@@H](OCC1)CS 3,5-dimethyl-2-[6-[(2R)-2-(sulfanylmethyl)morpholin-4-yl]pyridazin-3-yl]phenol